ClC1=CC=C(C=C1)N1N=NC(=C1I)I 1-(p-chlorophenyl)-4,5-diiodo-1,2,3-triazole